2,4-difluoro-N-(2-Methoxy-5-(4,4,5,5-tetramethyl-1,3,2-dioxaborolan-2-yl)pyridin-3-yl)benzenesulfonamide FC1=C(C=CC(=C1)F)S(=O)(=O)NC=1C(=NC=C(C1)B1OC(C(O1)(C)C)(C)C)OC